[Na+].[Na+].C(C)N(C1=CC=C(C=C1)C(C1=CC(=CC=C1S(=O)(=O)[O-])S(=O)(=O)[O-])C1=CC=C(C=C1)N(CC)CC)CC 4-[bis[4-(diethylamino)phenyl]methyl]benzene-2,5-disulphonic acid disodium salt